COC1=CC=C(CN(C2=NC(=C(C(=C2)C)C(F)(F)F)C2=C(C=3N=C(N=C(C3C(=N2)Cl)Cl)Cl)F)CC2=CC=C(C=C2)OC)C=C1 N,N-bis(4-methoxybenzyl)-4-methyl-6-(2,4,5-trichloro-8-fluoropyrido[4,3-d]pyrimidine-7-yl)-5-(trifluoromethyl)pyridin-2-amine